rac-(1R,2S)-cyclopentane-1,2-diol [C@@H]1([C@H](CCC1)O)O |r|